7-Fluoro-N-((S)-1-(((S)-1-(4-fluorobenzo[d]thiazol-2-yl)-1-oxo-3-((S)-2-oxopyrrolidin-3-yl)propan-2-yl)amino)-4-methyl-1-oxopentan-2-yl)-4-methoxy-1H-indole-2-carboxamide FC=1C=CC(=C2C=C(NC12)C(=O)N[C@H](C(=O)N[C@H](C(=O)C=1SC2=C(N1)C(=CC=C2)F)C[C@H]2C(NCC2)=O)CC(C)C)OC